4-bromo-3-hydroxy-3H-2-benzofuran-1-one BrC1=CC=CC=2C(OC(C21)O)=O